BrC1=C(C(=C(C=C1)S(=N)(=O)C1CC1)C)F (4-bromo-3-fluoro-2-methylphenyl)(cyclopropyl)(oxo)-λ6-sulfanimine